(2S)-2-(4-(3-chlorophenyl)-3-hydroxy-4-methyl-3-phenylpropionamido)-N-((S)-4-(ethylamino)-3,4-dioxo-1-((S)-2-oxopyrrolidin-3-yl)butan-2-yl)hexanamide ClC=1C=C(C=CC1)C1(CC=C(C=C1)C(CC(=O)N[C@H](C(=O)N[C@@H](C[C@H]1C(NCC1)=O)C(C(=O)NCC)=O)CCCC)O)C